COC1=CC=C(C=C1)CN1N=C(C=C1C1=CC(=CC=C1)OCC(C)C)COC(C(=O)O)(C)C 2-([1-[(4-methoxyphenyl)methyl]-5-[3-(2-methylpropoxy)phenyl]-1H-pyrazol-3-yl]methoxy)-2-methylpropanoic acid